20-aza-9-oxapentacosane-25-yl 4,4-bis{[(5Z)-oct-5-enyl]oxy}butyrate C(CCC\C=C/CC)OC(CCC(=O)OCCCCCNCCCCCCCCCCOCCCCCCCC)OCCCC\C=C/CC